N-acetoacetyl-p-methylaniline C(CC(=O)C)(=O)NC1=CC=C(C=C1)C